Bis(10-hydroxybenzoquinoline) beryllium (II) [Be+2].OC1=CC=CC2=CC=C3C=CC=NC3=C21.OC2=CC=CC1=CC=C3C=CC=NC3=C12